C(CCCCCCCCCCCCCCC)NCCC cetyl-propyl-amine